(2-(3-(phenylmethyloxy)phenyl)propyl)(methyl)phosphinic acid ethyl ester C(C)OP(=O)(C)CC(C)C1=CC(=CC=C1)OCC1=CC=CC=C1